N-(9-fluorenylmethoxycarbonyl)-p-toluenesulfonylhistidine C1=CC=CC=2C3=CC=CC=C3C(C12)COC(=O)N([C@@H](CC1=CNC=N1)C(=O)O)S(=O)(=O)C1=CC=C(C)C=C1